(6R,8aS)-6-[8-amino-5-chloro-1-(4-{(1S)-1-hydroxy-1-[3-(2,2,2-trifluoroethyl)phenyl]ethyl}phenyl)imidazo[1,5-a]pyrazin-3-yl]hexahydroindolizin-3(2H)-one NC=1C=2N(C(=CN1)Cl)C(=NC2C2=CC=C(C=C2)[C@@](C)(C2=CC(=CC=C2)CC(F)(F)F)O)[C@H]2CN1C(CC[C@@H]1CC2)=O